(3aS,7aS)-3a-(3,4-dimethoxyphenyl)-1-methyl-3,4,5,7a-tetrahydro-2H-indol COC=1C=C(C=CC1OC)[C@@]12CCN([C@H]2C=CCC1)C